4'-(((1,4-Dioxaspiro[4.5]dec-8-yl)methyl)sulfonyl)-2-fluoro-[1,1'-biphenyl]-4-carbonitrile O1CCOC12CCC(CC2)CS(=O)(=O)C2=CC=C(C=C2)C2=C(C=C(C=C2)C#N)F